O=C1NC(CCC1C=1C(=NC=CC1)C(=O)N)=O (2,6-dioxopiperidin-3-yl)pyridine-2-carboxamide